ClC1=C(C=CC(=C1)C(=O)N1[C@H]([C@@H](N(CC1)C1=CC(=CC=C1)Cl)C)C)S(=O)CC(=O)OCC ethyl 2-((2-chloro-4-(4-(3-chlorophenyl)-trans-2,3-dimethylpiperazine-1-carbonyl)phenyl)sulfinyl)acetate